CC=1OC(OC1)=O 4-methyl-1,3-dioxol-2-one